N-[(6-Amino-2-pyridyl)sulfonyl]-6-(3-fluoro-5-isobutoxyphenyl)-2-phenoxypyridin-3-carboxamid NC1=CC=CC(=N1)S(=O)(=O)NC(=O)C=1C(=NC(=CC1)C1=CC(=CC(=C1)OCC(C)C)F)OC1=CC=CC=C1